3-((13-(ethyldimethylsilyl)tridec-12-yn-1-yl)thio)propyl hydrogen ((((R)-1-(6-amino-9H-purin-9-yl)propan-2-yl)oxy)methyl)phosphonate NC1=C2N=CN(C2=NC=N1)C[C@@H](C)OCP(OCCCSCCCCCCCCCCCC#C[Si](C)(C)CC)(O)=O